COC1=CC=C(CN2C(=CC3=C(C=C(C=C23)F)C(=O)OC)C2=CC=C(C=C2)CN(C)C(=O)OC(C)(C)C)C=C1 N-(4-methoxybenzyl)-2-(4-(N-tert-butoxycarbonyl-N-methylaminomethyl)phenyl)-6-fluoro-4-methoxycarbonyl-indole